trans-3-(((tert-butoxycarbonyl)amino)methyl)cyclobutyl (S)-1-(4-fluorophenyl)-3,4-dihydroisoquinoline-2(1H)-carboxylate FC1=CC=C(C=C1)[C@@H]1N(CCC2=CC=CC=C12)C(=O)O[C@@H]1C[C@H](C1)CNC(=O)OC(C)(C)C